CSC1=CSC2=C1N=CN=C2N2N=C(N=C2N)N 1-(7-methylthiothieno[3,2-d]Pyrimidin-4-yl)-1H-1,2,4-triazole-3,5-diamine